ClC=1C=NC=C(C1C(=O)O)Cl 3,5-dichloro-4-pyridinecarboxylic acid